COC1=C(C=CC(=C1)S(=O)(=O)C)NC=1N=C(C2=C(N1)NC=C2C#N)NC2CCOCC2 2-((2-methoxy-4-(methyl-sulfonyl)phenyl)amino)-4-((tetrahydro-2H-pyran-4-yl)amino)-7H-pyrrolo[2,3-d]pyrimidine-5-carbonitrile